neononyl-carboxylic acid C(CCCCC(C)(C)C)C(=O)O